8-[6-[(1R)-1-aminoethyl]-2-formyl-pyrrolo[2,3-b]pyridin-1-yl]-2,2-dimethyl-octanoic acid N[C@H](C)C1=CC=C2C(=N1)N(C(=C2)C=O)CCCCCCC(C(=O)O)(C)C